ClC=1C=NN(C1CC1N(C(C2=CC=CC=C12)=O)C\C=C\C=1N=NNC1F)C (E)-3-((4-chloro-1-methyl-1H-pyrazol-5-yl)methyl)-2-(3-(5-fluoro-1H-1,2,3-triazol-4-yl)allyl)isoindolin-1-one